1-(butyryloxy)ethyl-5-amino-4-oxopentanoate C(CCC)(=O)OC(C)OC(CCC(CN)=O)=O